C(C)OC(CC(CCC=1N=NN(C1)CC)C1=C2CCNCC2=CC=C1)=O 3-(1,2,3,4-tetrahydroisoquinolin-5-yl)-5-(1-ethyl-1H-1,2,3-triazol-4-yl)pentanoic acid ethyl ester